1,3-bis(3-methacryloxypropyl)-tetramethyldisiloxane C(C(=C)C)(=O)OCCC[Si](O[Si](CCCOC(C(=C)C)=O)(C)C)(C)C